benzyl (2S)-2-[(2S)-2-amino-6-{[(9H-fluoren-9-ylmethoxy) carbonyl]amino}hexanamido]-3-hydroxypropanoate N[C@H](C(=O)N[C@H](C(=O)OCC1=CC=CC=C1)CO)CCCCNC(=O)OCC1C2=CC=CC=C2C=2C=CC=CC12